BrC1=C(C(=NC=C1)F)C(/C=C/C(=O)OCC)=O (E)-ethyl 4-(4-bromo-2-fluoropyridin-3-yl)-4-oxobut-2-enoate